9-(3-(dimethylamino)propyl)-N-phenyl-2,3,4,9-tetrahydro-1H-carbazol-3-amine CN(CCCN1C2=CC=CC=C2C=2CC(CCC12)NC1=CC=CC=C1)C